2,5-dimethylhex-2-enoic acid trifluoroacetate FC(C(=O)O)(F)F.CC(C(=O)O)=CCC(C)C